C(=O)C=1C=CC(=NC1)C(=O)O 5-formylpyridine-2-formic acid